O=C1N(C(C2=CC=CC=C12)=O)OCCOCCOCCOCCOCCC(=O)ON1C(CCC1=O)=O 2,5-dioxopyrrolidin-1-yl 1-((1,3-dioxoisoindolin-2-yl)oxy)-3,6,9,12-tetraoxapentadecan-15-oate